2-(2-methylthiazol-4-yl)-N-[4-[3-(2-pyridyl)-1H-pyrrolo[3,2-b]pyridin-2-yl]-2-pyridyl]acetamide CC=1SC=C(N1)CC(=O)NC1=NC=CC(=C1)C1=C(C2=NC=CC=C2N1)C1=NC=CC=C1